3-(5-(4-(2-(4-((4-(4-amino-3-(4-phenoxyphenyl)-1H-pyrazolo[3,4-d]pyrimidin-1-yl)piperidin-1-yl)methyl)piperidin-1-yl)ethyl)piperazin-1-yl)-1-oxoisoindolin-2-yl)piperidine-2,6-dione NC1=C2C(=NC=N1)N(N=C2C2=CC=C(C=C2)OC2=CC=CC=C2)C2CCN(CC2)CC2CCN(CC2)CCN2CCN(CC2)C=2C=C1CN(C(C1=CC2)=O)C2C(NC(CC2)=O)=O